C1(=CC=CC=C1)P(C1=CC=CC=C1)C=1C(=C(C=2CCCCC2C1)C1=CC=CC=2CCCCC12)P(C1=CC=CC=C1)C1=CC=CC=C1 bis(diphenylphosphino)-5,6,7,8,5',6',7',8'-octahydro-1,1'-binaphthyl